The molecule is an N-(2,6-dimethylindan-1-yl)-6-(1-fluoroethyl)-1,3,5-triazine-2,4-diamine in which the indane moiety has 1R,2S configuration and the fluoroethyl substituent has S configuration. A cellulose biosynthesis inhibitor, it is the minor component of the herbicide indaziflam. It has a role as a herbicide and a cellulose synthesis inhibitor. C[C@H]1CC2=C([C@@H]1NC3=NC(=NC(=N3)N)[C@H](C)F)C=C(C=C2)C